2-(2,3-dihydrobenzo[b][1,4]dioxin-6-yl)-6-(4-(trans-3-methoxycyclobutylamino)piperidin-1-yl)benzonitrile O1C2=C(OCC1)C=C(C=C2)C2=C(C#N)C(=CC=C2)N2CCC(CC2)N[C@@H]2C[C@H](C2)OC